FC1=C(C(=CC(=C1)N1CCC2(OCCO2)CC1)F)[C@@H]1C(NC(CC1)=O)=O (R)-3-(2,6-difluoro-4-(1,4-dioxa-8-azaspiro[4.5]dec-8-yl)phenyl)piperidine-2,6-dione